FC(C(=O)O)(F)F.NCCN(C1=C(C(=C(C(=N1)SC(C(=O)N)C1=CC=CC=C1)C#N)CC)C#N)C 2-((6-((2-aminoethyl)(methyl)amino)-3,5-dicyano-4-ethylpyridin-2-yl)thio)-2-phenylacetamide, trifluoroacetate salt